N(=[N+]=[N-])[C@@]1(CN(C[C@H]1CCCB1OC(C(O1)(C)C)(C)C)S(=O)(=O)N1CCN(CC1)C(=O)OC(C)(C)C)C(=O)O[C@H](C)C1=CC=CC=C1 |&1:39| (rac)-trans-tert-butyl 4-((3-azido-3-((1-phenylethoxy)carbonyl)-4-(3-(4,4,5,5-tetramethyl-1,3,2-dioxaborolan-2-yl)propyl)pyrrolidin-1-yl)sulfonyl)piperazine-1-carboxylate